5-fluoro-quinazoline-2,4-dione FC1=C2C(NC(NC2=CC=C1)=O)=O